C(C)C1=C(CCC2=CC(=CC=C12)OCC=C)C1=CC=C(C=C1)OCC=C 1-ethyl-3,4-dihydro-6-(2-propen-1-yloxy)-2-[4-(2-propen-1-yloxy)phenyl]naphthalene